FC1(CC(C1)CN1N=C(C(=C1)C)OC(F)(F)F)F 1-((3,3-difluorocyclobutyl)methyl)-4-methyl-3-(trifluoromethoxy)-1H-pyrazole